(R)-1-(7-(2-(2-chlorophenyl)-4,4-dimethylpiperidine-1-carbonyl)-5,5-difluoro-2,7-diazaspiro[3.5]nonan-2-yl)prop-2-en-1-one ClC1=C(C=CC=C1)[C@@H]1N(CCC(C1)(C)C)C(=O)N1CC(C2(CN(C2)C(C=C)=O)CC1)(F)F